C(C)(C)(C)C1[C@H]([C@H](N2CCC=C12)C1=NN(C=C1)C1OCCCC1)CO tert-butyl-(2r,3s,7as)-2-(hydroxymethyl)-3-(1-(tetrahydro-2H-pyran-2-yl)-1H-pyrazol-3-yl)tetrahydro-1H-pyrrolizine